N-(5-bromo-2-hydroxyphenyl)-4-methylbenzenesulfonamide BrC=1C=CC(=C(C1)NS(=O)(=O)C1=CC=C(C=C1)C)O